The molecule is a tetrasaccharide derivative consisting of a dideoxy-4-{[4,5,6-trihydroxy-3-(hydroxymethyl)cyclohex-2-en-1-yl C7 cyclitol moiety [called valienol (or valienamine)] linked via nitrogen to isomaltotriose. It has a role as an EC 3.2.1.20 (alpha-glucosidase) inhibitor, an EC 3.2.1.1 (alpha-amylase) inhibitor and a hypoglycemic agent. It is a conjugate base of an acarbose(1+). C[C@@H]1[C@H]([C@@H]([C@H]([C@H](O1)O[C@@H]2[C@H](O[C@@H]([C@@H]([C@H]2O)O)O[C@@H]3[C@H](OC([C@@H]([C@H]3O)O)O)CO)CO)O)O)N[C@H]4C=C([C@H]([C@@H]([C@H]4O)O)O)CO